2-(acetoxyimino)-1-(6-(2-(acetoxyimino)-3-cyclohexylpropionyl)-9-ethylcarbazol-3-yl)n-octan-1-one C(C)(=O)ON=C(C(=O)C=1C=CC=2N(C3=CC=C(C=C3C2C1)C(C(CC1CCCCC1)=NOC(C)=O)=O)CC)CCCCCC